(S)-tert-butyl (1-(4-(1-(2-((tertbutyldimethylsilyl)oxy)ethyl)-4-nitro-1H-pyrazol-5-yl)pyridin-2-yl)but-3-en-1-yl)carbamate C(C)(C)(C)[Si](OCCN1N=CC(=C1C1=CC(=NC=C1)[C@H](CC=C)NC(OC(C)(C)C)=O)[N+](=O)[O-])(C)C